bis(2,4,6-trimethoxyphenyl)carbenium COC1=C(C(=CC(=C1)OC)OC)[CH+]C1=C(C=C(C=C1OC)OC)OC